ethensulfonamid C(=C)S(=O)(=O)N